6-Methoxy-4-(1-(methylamino)ethyl)isoquinolin-1(2H)-one COC=1C=C2C(=CNC(C2=CC1)=O)C(C)NC